6-Chloro-N-[1-(4-methoxybenzyl)piperidin-4-yl]-2-{4-[4-(pyrazin-2-ylmethyl)piperazin-1-yl]phenyl}-3H-imidazo[4,5-b]pyridin-7-amine ClC=1C(=C2C(=NC1)NC(=N2)C2=CC=C(C=C2)N2CCN(CC2)CC2=NC=CN=C2)NC2CCN(CC2)CC2=CC=C(C=C2)OC